4-nitrophenyl (2,2-dimethyl-4-oxo-3,8,11,14-tetraoxa-5-azahexadecan-16-yl)carbamate CC(C)(OC(NCCOCCOCCOCCNC(OC1=CC=C(C=C1)[N+](=O)[O-])=O)=O)C